2-oxo-6-(piperazin-1-yl)-1,2-dihydropyridine-4-carboxamide O=C1NC(=CC(=C1)C(=O)N)N1CCNCC1